COC=1C=C(C=C2C(=NN(C12)C)C)C(=O)N1CCC2(CC1)CC1=C(N=C(S1)C1(CC1)C)C(C2)=O 1'-(7-methoxy-1,3-dimethyl-1H-indazole-5-carbonyl)-2-(1-methylcyclopropyl)-5H-spiro[benzo[d]thiazole-6,4'-piperidin]-4(7H)-one